1,2-di-nonanoyl-sn-glycero-3-phosphocholine C(CCCCCCCC)(=O)OC[C@@H](OC(CCCCCCCC)=O)COP(=O)([O-])OCC[N+](C)(C)C